hexaethyl-hexavinylcyclohexasiloxane C(C)[Si]1(O[Si](O[Si](O[Si](O[Si](O[Si](O1)(C=C)CC)(C=C)CC)(C=C)CC)(C=C)CC)(C=C)CC)C=C